NC1=CC=C(OC=2C=C3C(NC(C3=CC2)=O)=O)C=C1 5-(4-aminophenoxy)isoindoline-1,3-dione